COC=1C=C(C=CC1)N1N=NC(=C1)COCC=1C(=C(C=CC1)C1=CC=CC=C1)C 1-(3-methoxyphenyl)-4-(((2-methylbiphenyl-3-yl)methoxy)methyl)-1H-1,2,3-triazole